FC1(CC2C(CNC2)C1)F 5,5-difluoro-octahydrocyclopenta[c]pyrrole